C(C1=CC=CC=C1)SC=1C=NC=C(C1)C1CCC1 3-(benzylsulfanyl)-5-cyclobutylpyridine